tert-butyl (3S)-3-(1-amino-1-oxobutan-2-yl)pyrrolidine-1-carboxylate NC(C(CC)[C@H]1CN(CC1)C(=O)OC(C)(C)C)=O